FC1=NC=CC=C1O[C@H]1C[C@]2([C@H](CN(C2)CCC2=NC=C(C=C2)O)C1)O (3aR,5R,6aS)-5-((2-fluoropyridin-3-yl)oxy)-2-(2-(5-hydroxypyridin-2-yl)ethyl)hexahydrocyclopenta[c]pyrrol-3a(1H)-ol